C1(=C(C(=CC(=C1)C)C)S(=O)(=O)NC(COC1=CC2=CC(=CC=C2C=C1)OC)=O)C N-(mesitylsulfonyl)-2-((7-methoxynaphthalen-2-yl)oxy)acetamide